(S)-2-(2,5-difluoro-4-(6-(imidazo[1,2-a]pyrimidin-2-ylmethoxy)pyridin-2-yl)benzyl)-1-(oxetan-2-ylmethyl)-1H-benzo[d]imidazole-6-carboxylic acid FC1=C(CC2=NC3=C(N2C[C@H]2OCC2)C=C(C=C3)C(=O)O)C=C(C(=C1)C1=NC(=CC=C1)OCC=1N=C3N(C=CC=N3)C1)F